CSC1CC=CC1 4-methylsulfanyl-cyclopentene